bis((4-aminomethylcyclohexyl)methyl)amine NCC1CCC(CC1)CNCC1CCC(CC1)CN